3-(4-methoxyphenyl)isophthalamide COC1=CC=C(C=C1)C1(CC(C(=O)N)=CC=C1)C(=O)N